CC1=CC2=C(N=CN2)C=C1C 5,6-dimethyl-benzoimidazole